(Z)-4-(2-(3-bromo-2-methylphenyl)-1-fluorovinyl)-2-hydroxybenzene BrC=1C(=C(C=CC1)\C=C(/F)\C1=CC(=CC=C1)O)C